[18F]fluoro-1,3,5-tri-O-benzoyl-D-arabinofuranose [18F]C1(OC(C2=CC=CC=C2)=O)[C@@H](O)[C@H](OC(C2=CC=CC=C2)=O)[C@H](O1)COC(C1=CC=CC=C1)=O